Cl.C(CCC#C)ON O-(pent-4-yn-1-yl)hydroxylamine hydrochloride